ClC1=C(C=C(C=C1)C=1C(=NN2C1N=C(C=C2C=2C=NNC2)N2CC1=CC=CC=C1C2)C(=O)N)OC (4-chloro-3-methoxyphenyl)-5-(isoindolin-2-yl)-7-(1H-pyrazol-4-yl)pyrazolo[1,5-a]pyrimidine-2-carboxamide